OC(CC=O)C(CO)O 3,4,5-trihydroxy-1-pentanone